(2r,4r)-2-((1s,5r)-1-(4-(1-methylcyclopropyl)phenyl)-3-azabicyclo[3.1.0]hexane-3-carbonyl)-5-azaspiro[3.4]octane-6-one CC1(CC1)C1=CC=C(C=C1)[C@]12CN(C[C@@H]2C1)C(=O)C1CC2(C1)NC(CC2)=O